ClC1=C(C=CC=C1)C=1OC2=C(C(C1)=O)C(=CC(=C2[C@@H]2[C@@H](CN(CC2)C)O)OC(NCCC)=O)O propylcarbamic acid 2-(2-chlorophenyl)-5-hydroxy-8-[(3S,4R)-3-hydroxy-1-methylpiperidin-4-yl]-4-oxo-4H-1-benzopyran-7-yl ester